N1[C@@H]2[C@H](NCC(C1)CS)CCC2 [(3R,5aR,8aS)-decahydro-cyclopenta[b][1,4]diazepin-3-yl]methanethiol